COC(/C(=C/OC)/OC1=C(C=CC(=C1)N1N=C(C=C1)C(F)(F)F)C)=O.FC(S(=O)(=O)N(S(=O)(=O)C(F)(F)F)C1=CC=CC=C1)(F)F 1,1,1-Trifluoro-N-phenyl-N-((trifluoromethyl)sulfonyl)methanesulfonamide methyl-(Z)-3-methoxy-2-[2-methyl-5-[3-(trifluoromethyl)pyrazol-1-yl]phenoxy]prop-2-enoate